N-cyclopropyl-1-((2,4-dimethoxybenzyl)amino)-5-isopropyl-8-oxo-5,6,7,8-tetrahydropyrimido[5'',4'':4',5']pyrrolo[3',2':3,4]azepino[1,2-a]indole-11-carboxamide C1(CC1)NC(=O)C=1C=CC=2C=C3N(C2C1)C(CCC1=C3C3=C(N1C(C)C)N=CN=C3NCC3=C(C=C(C=C3)OC)OC)=O